CN1CC=2N(CC1)N=C(C2)NC=2N=CC=1C(NC=3N(C1N2)CCN3)=O (5-methyl-4,5,6,7-tetrahydropyrazolo[1,5-a]pyrazine-2-ylamino)-8,9-dihydroimidazo[1,2-a]pyrimido[5,4-e]pyrimidin-5(6H)-one